ClC1=CC=C(OCCN2CCN(CC2)C(=O)C=2C=C(C=CC2)NC(=O)C2OCCC2)C=C1 N-(3-(4-(2-(4-chlorophenoxy)ethyl)piperazine-1-carbonyl)phenyl)tetrahydro-furan-2-carboxamide